tert-Butyl (S)-2-((3-((1-(7-(5-fluoropyrimidin-2-yl)-2-methylquinolin-5-yl)cyclopropyl)carbamoyl)-4-methylphenoxy)methyl)azetidine-1-carboxylate FC=1C=NC(=NC1)C1=CC(=C2C=CC(=NC2=C1)C)C1(CC1)NC(=O)C=1C=C(OC[C@H]2N(CC2)C(=O)OC(C)(C)C)C=CC1C